(3-((6,7-dimethoxy-4-oxo-3,4-dihydro-phthalazin-1-yl)methyl)phenyl)carbamic acid tert-butyl ester C(C)(C)(C)OC(NC1=CC(=CC=C1)CC1=NNC(C2=CC(=C(C=C12)OC)OC)=O)=O